NC1=NC=NC=2N(C=3C=CC=C(C3C21)C(=O)O)CC(=O)N2[C@@H]1C[C@@H]1C[C@H]2C(NC2=NC(=CC=C2)Br)=O 4-amino-9-(2-((1R,3S,5R)-3-((6-bromopyridin-2-yl)carbamoyl)-2-azabicyclo[3.1.0]hexan-2-yl)-2-oxoethyl)-9H-pyrimido[4,5-b]indole-5-carboxylic acid